C(C)(C)(C)OC(=O)N1CC(NC2(CC2)C1)=O 5-oxo-4,7-diaza-spiro[2.5]octane-7-carboxylic acid tert-butyl ester